tert-butyl 2-[(2S)-2-(2-{2-[1-({[(9H-fluoren-9-yl)methoxy]carbonyl}amino)-3,6,9,12-tetraoxapentadecan-15-amido]acetamido}acetamido)-3-phenylpropanamido]acetate C1=CC=CC=2C3=CC=CC=C3C(C12)COC(=O)NCCOCCOCCOCCOCCC(=O)NCC(=O)NCC(=O)N[C@H](C(=O)NCC(=O)OC(C)(C)C)CC1=CC=CC=C1